(1s,4s)-4-((2-chloro-7-((2-(trimethylsilyl)ethoxy)methyl)-7H-pyrrolo[2,3-d]pyrimidin-4-yl)oxy)-1-methylcyclohexan-1-ol ClC=1N=C(C2=C(N1)N(C=C2)COCC[Si](C)(C)C)OC2CCC(CC2)(O)C